1-(4-(1-(3',5'-difluoro-[1,1'-biphenyl]-4-yl)-1H-benzo[d]imidazol-6-yl)phenyl)-3-(2-(dimethylamino)ethyl)urea FC=1C=C(C=C(C1)F)C1=CC=C(C=C1)N1C=NC2=C1C=C(C=C2)C2=CC=C(C=C2)NC(=O)NCCN(C)C